N-Cyclopropyl-5-{1-[7-ethoxy-6-(4-fluoro-1-methyl-piperidin-4-yl)-imidazo[1,2-a]pyridin-3-yl]-1H-pyrazol-4-yl}-2-fluoro-4-methyl-benzamide C1(CC1)NC(C1=C(C=C(C(=C1)C=1C=NN(C1)C1=CN=C2N1C=C(C(=C2)OCC)C2(CCN(CC2)C)F)C)F)=O